2-(tert-butyl)-1'-(8-methyl-3-(methylamino)quinoline-6-carbonyl)-5H-spiro[benzo[d]thiazol-6,4'-piperidin]-4(7H)-one C(C)(C)(C)C=1SC2=C(N1)C(CC1(CCN(CC1)C(=O)C=1C=C3C=C(C=NC3=C(C1)C)NC)C2)=O